C(C)(C)(C)[S@@](=O)N[C@H](C1=NC2=C(N1COCC[Si](C)(C)C)C=CC(=C2)[C@@H](C)NC(CCC(F)(F)F)=O)C2CCC(CC2)(F)F N-((R)-1-(2-((S)-(((R)-tert-butylsulfinyl)amino)(4,4-difluorocyclohexyl)methyl)-1-((2-(trimethylsilyl)ethoxy)methyl)-1H-benzo[d]imidazol-5-yl)ethyl)-4,4,4-trifluorobutanamide